(5-amino-2-(tert-butylamino)pyrido[4,3-d]pyrimidin-8-yl)-2-hydroxy-N,N-dimethylbenzamide NC1=NC=C(C=2N=C(N=CC21)NC(C)(C)C)C=2C(=C(C(=O)N(C)C)C=CC2)O